N1(CCOCC1)C1=CC=C(C=C1)C1(NC=NC(=N1)NCC1=NC=CC=C1)N 2-(4-morpholinylphenyl)-N4-pyridin-2-ylmethyl-1,3,5-triazine-2,4-diamine